C1(CC2C(CC1)O2)CC[Si](OC)(OC)OC β-(3,4-epoxycyclohexyl)ethyl-tris-methoxysilane